1-methyl-4-{4-[1-(2-methylphenyl)-1H-pyrazol-3-yl]piperidin-1-yl}-2-oxo-1,2-dihydroquinoline CN1C(C=C(C2=CC=CC=C12)N1CCC(CC1)C1=NN(C=C1)C1=C(C=CC=C1)C)=O